benzotriazolyl-benzotriazol 1H-imidazo[4,5-c]quinolin-4-yl-carbamate N1C=NC=2C(=NC=3C=CC=CC3C21)NC(O)=O.N2N=NC1=C2C=CC=C1C1=CC=CC=2NN=NC21